Br[C@H](C)C1=CC=C(C=C1)C |r| racemic-1-(1-bromoethyl)-4-methylbenzene